BrC1=CC=C2C(=N1)N(C=C2)C2=NC(=C(C(=N2)OC)C)OC 6-bromo-N-(4,6-dimethoxy-5-methyl-pyrimidin-2-yl)-1H-pyrrolo[2,3-b]pyridine